OC[C@@H]1NCCNC1 (R)-2-(hydroxymethyl)piperazine